6-chloro-4-{4-[(2-hydroxy-5-methylphenyl)methyl]piperazin-1-yl}-1-methyl-2-oxo-1,2-dihydro-1,5-naphthyridine-3-carbonitrile ClC=1N=C2C(=C(C(N(C2=CC1)C)=O)C#N)N1CCN(CC1)CC1=C(C=CC(=C1)C)O